3-((((1S,2R)-2-((2-(2,6-dioxopiperidin-3-yl)-1-oxoisoindolin-5-yl)oxy)cyclohexyl)amino)methyl)benzonitrile O=C1NC(CCC1N1C(C2=CC=C(C=C2C1)O[C@H]1[C@H](CCCC1)NCC=1C=C(C#N)C=CC1)=O)=O